C(C1=CC=CC=C1)(=O)C(C(C(=O)[O-])(O)C(C1=CC=CC=C1)=O)(O)C(=O)[O-].[NH4+].[NH4+] ammonium dibenzoyltartrate